CC1=C(SC=C1C(=O)O)C(=O)O 3-methylthiophene-2,4-dicarboxylic acid